C(#N)N1[C@H]2[C@@H](C[C@@H]1CC2)NC(=O)[C@@H]2CN(CC2)C2=NC(=CC=C2)C(F)(F)F (3S)-N-((1R,2R,4S)-7-cyano-7-azabicyclo[2.2.1]heptan-2-yl)-1-(6-(trifluoromethyl)-2-pyridinyl)-3-pyrrolidinecarboxamide